3-[2-[(E,3R)-5-[2-(Benzenesulfonyl)-3,4-dihydro-1H-isoquinolin-7-yl]-3-hydroxypent-4-enoxy]phenyl]propanoic Acid C1(=CC=CC=C1)S(=O)(=O)N1CC2=CC(=CC=C2CC1)/C=C/[C@@H](CCOC1=C(C=CC=C1)CCC(=O)O)O